3-(3-(4-(2,6-dichlorophenyl)piperazin-1-yl)-3-oxopropyl)-8-methyl-3,5-dihydro-4H-pyrimido[5,4-b]indol-4-one ClC1=C(C(=CC=C1)Cl)N1CCN(CC1)C(CCN1C=NC2=C(NC=3C=CC(=CC23)C)C1=O)=O